trans-3-pentadecene-1,2-dicarboxylic anhydride C1C(\C=C\CCCCCCCCCCC)C(=O)OC1=O